Cl\C(=C/[C@@H]1C([C@@H]1C(=O)OCC1=C(C(=C(C(=C1F)F)COC)F)C)(C)C)\C(F)(F)F 4-methoxymethyl-2-methyl-3,5,6-trifluorobenzyl (1RS)-cis-3-[(Z)-2-chloro-3,3,3-trifluoro-1-propenyl]-2,2-dimethylcyclopropanecarboxylate